ClC=1C=C(C=CC1C(F)(F)F)N1CCC(CC1)(C(=O)N[C@H]1CN(CC1)C)C1=CC=C(C=C1)C=1C(=NC=CC1)OCC 1-[3-chloro-4-(trifluoromethyl)phenyl]-4-[4-(2-ethoxypyridin-3-yl)phenyl]-N-[(3R)-1-methylpyrrolidin-3-yl]piperidine-4-carboxamide